1-(methylsulfonyl)piperidine-3-carboxylic acid CS(=O)(=O)N1CC(CCC1)C(=O)O